N-(cyclopropylmethyl)-N'-(2-oxocycloheptyl)oxamide C1(CC1)CNC(=O)C(=O)NC1C(CCCCC1)=O